FC(C=1C(=C(C=CC1)[C@@H](C)NC1=CC=NC2=CC=C(C=C12)[C@]1(CN(CC1)C(=O)NC)OC)F)F (R)-3-(4-(((R)-1-(3-(difluoromethyl)-2-fluorophenyl)ethyl)amino)quinolin-6-yl)-3-methoxy-N-methylpyrrolidine-1-carboxamide